bis(2,6-dichlorobenzoyl)-(4-butylphenoxy)phosphine oxide ClC1=C(C(=O)P(OC2=CC=C(C=C2)CCCC)(C(C2=C(C=CC=C2Cl)Cl)=O)=O)C(=CC=C1)Cl